2-FORMYL-6-METHYL-CYCLOPENTAIMIDAZOLE C(=O)C=1N=C2C(N1)=C(C=C2)C